CC1=CC=CC=2N(C(N(C21)C2=NC=C(C=C2)C2=C1C(=CN=C2)NN=C1)=O)CC(N1C[C@@H](OCC1)C(F)(F)F)=O 4-methyl-1-[2-oxo-2-[(2R)-2-(trifluoromethyl)morpholin-4-yl]ethyl]-3-[5-(1H-pyrazolo[3,4-c]pyridin-4-yl)-2-pyridyl]benzimidazol-2-one